N-(((1r,3r)-3-(5,7-difluoro-2-(4-fluorophenyl)-1H-indol-3-yl)cyclobutyl)methyl)-5-(trifluoromethyl)-1,3,4-thiadiazol-2-amine FC=1C=C2C(=C(NC2=C(C1)F)C1=CC=C(C=C1)F)C1CC(C1)CNC=1SC(=NN1)C(F)(F)F